1-(4-(4-Aminofuro[2,3-d]pyrimidin-5-yl)phenyl)-3-(2-fluoro-5-(trifluoromethyl)phenyl)urea NC=1C2=C(N=CN1)OC=C2C2=CC=C(C=C2)NC(=O)NC2=C(C=CC(=C2)C(F)(F)F)F